4-(4-(5-(((1R,4R,5R,6S)-6-fluoro-1,2-dimethyl-2-azabicyclo[2.2.2]octan-5-yl)(methyl)amino)-1,3,4-thiadiazol-2-yl)-3-hydroxyphenyl)-1-methyl-1,3,5-triazin-2(1H)-one F[C@H]1[C@@H]([C@H]2CN([C@@]1(CC2)C)C)N(C2=NN=C(S2)C2=C(C=C(C=C2)C2=NC(N(C=N2)C)=O)O)C